C(C)(C)(C)OC(=O)NC1=CC=C(C=N1)CNC1=C(C=C(C(=O)OC)C=C1[N+](=O)[O-])OC methyl 4-(((6-((tert-butoxycarbonyl) amino) pyridin-3-yl) methyl) amino)-3-methoxy-5-nitrobenzoate